tert-butyl (S)-(1-(methylamino)-1-oxo-5-(pyridin-2-yl)pentan-2-yl)carbamate CNC([C@H](CCCC1=NC=CC=C1)NC(OC(C)(C)C)=O)=O